7-(5H-imidazolo[5,1-a]isoindol-5-yl)-5,6,7,8-tetrahydroquinolin-8-ol C=1N=CN2C1C1=CC=CC=C1C2C2CCC=1C=CC=NC1C2O